1-(4-(2-(cyclopropylmethyl)-3-iodo-1H-pyrrolo[2,3-b]pyridin-5-yl)benzyl)piperidin-3-ol C1(CC1)CC1=C(C=2C(=NC=C(C2)C2=CC=C(CN3CC(CCC3)O)C=C2)N1)I